(S)-3-(1-(3-carbamoylphenyl)pyrrolidin-3-yl)-4-methyl-N-(5-(trifluoromethyl)pyridin-3-yl)benzamide C(N)(=O)C=1C=C(C=CC1)N1C[C@@H](CC1)C=1C=C(C(=O)NC=2C=NC=C(C2)C(F)(F)F)C=CC1C